ClC1=C(C=O)C=CC(=C1)OCC=1C(=NOC1C1CC1)C1=C(C=CC=C1)C(F)(F)F 2-chloro-4-((5-cyclopropyl-3-(2-(trifluoromethyl)phenyl)isoxazol-4-yl)methoxy)benzaldehyde